[Si](C)(C)(C(C)(C)C)OCCCN1C(C(=CC2=CN=C(C=C12)Cl)C1=CC(=CC(=C1)OC)OC)C=O 1-(3-((tert-butyldimethylsilyl)oxy)propyl)-7-chloro-3-(3,5-dimethoxyphenyl)-1,6-naphthyridine-2(1H)-aldehyde